N1(C)C(=O)N(C)C=2N=CN(C)C2C1=O.[Se] selenium Caffeine